O=C1CCC(CN1C[C@H](C)NC=1C=NNC(C1C(F)(F)F)=O)C(=O)O 6-oxo-1-((S)-2-((6-oxo-5-(trifluoromethyl)-1,6-dihydropyridazin-4-yl)amino)propyl)piperidine-3-carboxylic acid